N-([1,1'-biphenyl]-4-yl)triphenylene-2-amine C1(=CC=C(C=C1)NC1=CC=2C3=CC=CC=C3C3=CC=CC=C3C2C=C1)C1=CC=CC=C1